5-methyl-6-(3-(methyl(1-methyl-1H-pyrazol-5-yl)amino)-7,8-dihydro-1,6-naphthyridin-6(5H)-yl)nicotinonitrile CC=1C(=NC=C(C#N)C1)N1CC=2C=C(C=NC2CC1)N(C1=CC=NN1C)C